C(C)C=1N(C(NN1)=O)C 5-Ethyl-4-methyl-2,4-dihydro-3H-1,2,4-triazol-3-one